(9-(1-Cyclopropyl-1H-pyrazol-4-yl)-2-(2,6-dichlorophenyl)imidazo[2,1-f][1,6]naphthyridin-3-yl)methanol C1(CC1)N1N=CC(=C1)C=1C=NC=2C=CN3C(C2C1)=NC(=C3CO)C3=C(C=CC=C3Cl)Cl